2-(3,4-dichlorophenyl)-1-[(2S)-2-(pyrrolidin-1-ylmethyl)piperidine-1-yl]ethanone ClC=1C=C(C=CC1Cl)CC(=O)N1[C@@H](CCCC1)CN1CCCC1